3-(3-Amino-4,5-difluorophenyl)-N-(4-methoxybenzyl)-N-methyl-1,6-naphthyridin-7-amine NC=1C=C(C=C(C1F)F)C=1C=NC2=CC(=NC=C2C1)N(C)CC1=CC=C(C=C1)OC